C(C)(C)NS(=O)(=O)C1=CC(=C(C=C1)NC1=NC=CC(=C1)C(F)(F)F)C=1N=CN(C1)C N-isopropyl-3-(1-methylimidazol-4-yl)-4-[[4-(trifluoromethyl)-2-pyridyl]amino]benzenesulfonamide